CC(=O)N[C@@H]1[C@H](C[C@@](O[C@H]1[C@@H]([C@@H](CO)O)O)(C(=O)O)O[C@H]2[C@H]([C@H](O[C@H]([C@@H]2O)O[C@@H]3[C@H](O[C@H]([C@@H]([C@H]3O)NC(=O)C)O[C@H]4[C@H]([C@H](O[C@H]([C@@H]4O)O[C@@H]5[C@H]([C@@H](O[C@@H]([C@H]5O)CO)O)NC(=O)C)CO)O)CO)CO)O)O The molecule is a linear amino pentasaccharide comprising N-acetyl-alpha-neuraminyl, beta-D-galactosyl, N-acetyl-beta-D-glucosaminyl, beta-D-galactosyl and N-acetyl-beta-D-glucosamine residues linked in a (2->3), (1->4), (1->3), (1->3) sequence. It has a role as an epitope. It is an amino pentasaccharide and a glucosamine oligosaccharide.